methyl-1H-pyrrole-2-carboxylic acid CN1C(=CC=C1)C(=O)O